N-(4-(2-((2,3-difluoro-4-(4-methylpiperazin-1-yl)phenyl)amino)quinazolin-8-yl)pyridin-2-yl)acrylamide FC1=C(C=CC(=C1F)N1CCN(CC1)C)NC1=NC2=C(C=CC=C2C=N1)C1=CC(=NC=C1)NC(C=C)=O